P(=O)(OC1=C2C(=CNC2=CC=C1C)CCN(C)C)(O)O 3-(2-(dimeth-ylamino)ethyl)-5-methyl-1H-indol-4-yl dihydrogen phosphate